2-methyl-1,4-benzoquinone potassium sesquicarbonate C(O)(O)=O.[K+].CC=1C(C=CC(C1)=O)=O.C([O-])([O-])=O.C(O)(O)=O.CC=1C(C=CC(C1)=O)=O.[K+]